C(CCC)N1C(=NC2=C1C=CC(=C2)C(=O)O)C 1-Butyl-2-methyl-1,3-benzimidazole-5-carboxylic acid